2-(3-(1-(cyclopropylmethyl)-7-(2-ethyl-6-methylpyridin-3-yl)-5-(4-(5-fluoro-3-methoxypyridin-2-yl)piperazine-1-carbonyl)-1H-indol-2-yl)-5,6-dihydropyridin-1(2H)-yl)-2-oxoacetic acid C1(CC1)CN1C(=CC2=CC(=CC(=C12)C=1C(=NC(=CC1)C)CC)C(=O)N1CCN(CC1)C1=NC=C(C=C1OC)F)C=1CN(CCC1)C(C(=O)O)=O